O[C@@H]1C[C@H](N(C1)C(=O)OC(C)(C)C)C(N[C@@H](C)C1=C(C=C(C=C1)C1=C(N=CS1)C)OC)=O tert-butyl (2S,4R)-4-hydroxy-2-[[(1S)-1-[2-methoxy-4-(4-methylthiazol-5-yl)phenyl]ethyl]carbamoyl]pyrrolidine-1-carboxylate